(1S)-2-thiophen-3-yl-1-methylethylamine S1C=C(C=C1)C[C@H](C)N